1-(2-(benzo[d][1,3]dioxol-5-ylamino)-5-methylpyrimidin-4-yl)-N-(1-(3-chloro-phenyl)-2-hydroxy-ethyl)-1H-pyrrole-3-carboxamide O1COC2=C1C=CC(=C2)NC2=NC=C(C(=N2)N2C=C(C=C2)C(=O)NC(CO)C2=CC(=CC=C2)Cl)C